2-bromo-1,1,1-trifluoropropene BrC(C(F)(F)F)=C